(±)-(1R,2R,4S)-2-Methyl-7-azabicyclo[2.2.1]heptan-2-ol Hydrochloride Cl.C[C@@]1([C@H]2CC[C@@H](C1)N2)O |r|